3-(3-methyl-4-(4-(piperazin-1-yloxy)but-1-yn-1-yl)-1H-pyrrolo[2,3-b]pyridin-1-yl)piperidine-2,6-dione CC1=CN(C2=NC=CC(=C21)C#CCCON2CCNCC2)C2C(NC(CC2)=O)=O